Glutamic acid-D3 [2H][C@](CCC(=O)O)(C(=O)O)N([2H])[2H]